FC(COCCOCC(F)F)F 2-(2-(2,2-difluoroethoxy)ethoxy)-1,1-difluoroethane